C(C)OC(=O)C=1C(=NC(=NC1)N(CC)CC)N[C@@H]1CN(CC1)C(=O)OC(C)(C)C (S)-4-((1-(tert-Butoxycarbonyl)pyrrolidin-3-yl)amino)-2-(diethylamino)pyrimidine-5-carboxylic acid ethyl ester